CC=1N=C(C=2N(C1)C=CC2)N2CC(CC2)NC(=O)C=2N=C(SC2)N2CCCC2 2-pyrrolidin-1-yl-thiazole-4-carboxylic acid [1-(3-methyl-pyrrolo[1,2-a]pyrazin-1-yl)-pyrrolidin-3-yl]-amide